ethyl 3-(5-chloro-2-methylphenyl)-3-(4-methylpiperazin-1-yl)propanoate ClC=1C=CC(=C(C1)C(CC(=O)OCC)N1CCN(CC1)C)C